ClCCCCOC1=CC=C(C=O)C=C1 4-(chlorobutoxy)benzaldehyde